2-(9-oxo-2-(2-phenylpropanoyl)-7-oxa-2,10-diazaspiro[5.6]dodecan-10-yl)acetic acid O=C1COC2(CCCN(C2)C(C(C)C2=CC=CC=C2)=O)CCN1CC(=O)O